L-Aspartic acid potassium [K].N[C@@H](CC(=O)O)C(=O)O